C(C)(C)(C)OC(C=C)=O tert.-Butylacrylat